2,4-diamino-5-aminophenol NC1=C(C=C(C(=C1)N)N)O